2,6-diisopropylphenylimino-tert-butylphenylmolybdenum (VI) bis(trifluoromethanesulfonate) FC(S(=O)(=O)[O-])(F)F.FC(S(=O)(=O)[O-])(F)F.C(C)(C)C1=C(C(=CC=C1)C(C)C)N=[Mo+2](C1=CC=CC=C1)C(C)(C)C